FC1=C(C(=CC=C1)F)C1=C(C=CC=C1)C1CC(=NO1)N1C[C@H](CC1)NS(=O)(=O)CC N-{(3S)-1-[5-(2',6'-difluoro[1,1'-biphenyl]-2-yl)-4,5-dihydro-1,2-oxazol-3-yl]pyrrolidin-3-yl}ethanesulfonamide